(R)-1-(3-(3-bromo-2-(trifluoromethyl)phenoxy)propyl)pyrrolidin-3-ol BrC=1C(=C(OCCCN2C[C@@H](CC2)O)C=CC1)C(F)(F)F